C(C1=CC=CC=C1)(C1=CC=CC=C1)SCC(=O)O 2-[(benzhydryl)mercapto]acetic acid